2-(8-Bromooctyl)-1,3-dioxolane BrCCCCCCCCC1OCCO1